1-(2-((4-(5-(aziridin-1-yl)pyridin-3-yl)-1H-1,2,3-triazol-1-yl)methyl)imidazo[1,2-a]pyridin-6-yl)-N-(cyclobutylmethyl)methylamine N1(CC1)C=1C=C(C=NC1)C=1N=NN(C1)CC=1N=C2N(C=C(C=C2)CNCC2CCC2)C1